N-[2-(2,2-difluoroethyl)-3-fluoro-phenyl]-4-[[3-(1,4-dioxan-2-ylmethoxy)-4-pyridinyl]methylamino]-6-oxo-2,3-dihydro-1H-pyridine-5-carbothioamide FC(CC1=C(C=CC=C1F)NC(=S)C1=C(CCNC1=O)NCC1=C(C=NC=C1)OCC1OCCOC1)F